C(C)(C)(C)OC(=O)N[C@H](C/C=C/C(=O)OC)CC(C)C Methyl (S,E)-5-((tert-butoxycarbonyl)amino)-7-methyloct-2-enoate